FC=1C(=NC(=NC1)NC1=C(OC2(CC2)C#N)C=CC(=C1)N1CCN(CC1)C)C=1C=C2C(NC3(C2=CC1)CC3)=O 1-(2-((5-fluoro-4-(3'-oxospiro[cyclopropan-1,1'-isoindoline]-5'-yl)pyrimidin-2-yl)amino)-4-(4-methylpiperazin-1-yl)phenoxy)cyclopropane-1-carbonitrile